OC=1C(NN=C(C1)C1(CC1)C1=CC=C(C=C1)C(F)(F)F)=O 4-hydroxy-6-{1-[4-(trifluoromethyl)phenyl]cyclopropyl}-2,3-dihydropyridazin-3-one